(E)-1-(4-chloro-3-(trifluoromethyl)phenyl)-7-(5,6,7,8-tetrahydro-1,8-naphthyridin-2-yl)hept-1-en-3-one ClC1=C(C=C(C=C1)\C=C\C(CCCCC1=NC=2NCCCC2C=C1)=O)C(F)(F)F